N-[4-(3-amino-1H-oxazol-4-yl)phenyl]-N'-(2-fluoro-5-methylphenyl)urea NN1COC=C1C1=CC=C(C=C1)NC(=O)NC1=C(C=CC(=C1)C)F